tri[2-(vinyloxy)ethyl]1,3,5-benzenetricarboxylate C(=C)OCCC1=C(C(=C(C(=C1C(=O)[O-])CCOC=C)C(=O)[O-])CCOC=C)C(=O)[O-]